4-(4,5-Diphenyl-1H-imidazol-2-yl)benzonitrile C1(=CC=CC=C1)C=1N=C(NC1C1=CC=CC=C1)C1=CC=C(C#N)C=C1